C[C@@H](C=C)NC(N(CC)[C@H](C)C1=NC=C(C(=C1)C=1N=C(C=2N(C1)C=CN2)OCC(CC=C)(F)F)OC)=O 3-((S)-but-3-en-2-yl)-1-((R)-1-(4-(8-((2,2-difluoropent-4-en-1-yl)oxy)imidazo[1,2-a]pyrazin-6-yl)-5-methoxypyridin-2-yl)ethyl)-1-ethylurea